3-fluoro-5-((4-methoxybenzyl)thio)-1,4-dimethylpyridin-2(1H)-one FC=1C(N(C=C(C1C)SCC1=CC=C(C=C1)OC)C)=O